(3R,4R)-1-cyclopentyl-4-{[3-(2,4-difluoro-phenyl)-isoxazole-5-carbonyl]-amino}-piperidine-3-carboxylic acid ((R)-1-cyclobutyl-ethyl)-amide C1(CCC1)[C@@H](C)NC(=O)[C@@H]1CN(CC[C@H]1NC(=O)C1=CC(=NO1)C1=C(C=C(C=C1)F)F)C1CCCC1